ClC=1C(=C(C=CC1)C(S(=O)(=O)C1=CC=C(S1)S(=O)(=O)N(C)C)F)N1CCC(CC1)(C)C 5-[[3-chloro-2-(4,4-dimethyl-1-piperidyl)phenyl]-fluoro-methyl]sulfonyl-N,N-dimethyl-thiophene-2-sulfonamide